(10-(4,5-dimethoxy-2-methyl-3,6-dioxocyclohex-1,4-dienyl)decyl)triphenylphosphorus COC=1C(C(=C(C(C1OC)=O)CCCCCCCCCC[P](C1=CC=CC=C1)(C1=CC=CC=C1)C1=CC=CC=C1)C)=O